C(C)(C)(C)OC(=O)N1CC2=CC=CC(=C2CC1)N1N=CC(=C1C(F)(F)F)C(=O)O 1-(2-(tert-butoxycarbonyl)-1,2,3,4-tetrahydroisoquinolin-5-yl)-5-(trifluoromethyl)-1H-pyrazole-4-carboxylic acid